2-[(7-chloro-4-fluoro-pyrrolo[2,3-c]pyridin-1-yl)methoxy]ethyl-trimethyl-silane ClC=1N=CC(=C2C1N(C=C2)COCC[Si](C)(C)C)F